FC(C1=NN=C(O1)C1=CN=C(S1)CN(S(=O)(=O)CCC(=O)N)C=1C=NC=C(C1)C)F 3-(N-((5-(5-(difluoromethyl)-1,3,4-oxadiazol-2-yl)thiazol-2-yl)methyl)-N-(5-methylpyridin-3-yl)sulfamoyl)propanamide